5-((6-(2-fluoro-4-(pyrrolidin-1-ylmethyl)phenyl)quinolin-4-yl)oxy)benzo[d]thiazole FC1=C(C=CC(=C1)CN1CCCC1)C=1C=C2C(=CC=NC2=CC1)OC=1C=CC2=C(N=CS2)C1